C1(CC1)COC1=CC=CC(=N1)C1=CC(=C(C(=C1)F)N1CCC(CC1)CC(=O)O)F 2-[1-[4-[6-(cyclopropylmethoxy)-2-pyridinyl]-2,6-difluoro-phenyl]-4-piperidinyl]acetic acid